spiro[3,6,9,15,18,21,25,28,31,34,41-undecazapentacyclo[24.15.9.243,46.135,41.09,13]tripentacont-37,43(52),44,46(51)-tetraene-16,1'-cyclobutane] C12(CCC1)NCC1CCCN1CCNCCNCC1N3CCC=CCC(NCCNCCNCC(NCCCNCCNC2)CCCCC=2C=CC(C1)=CC2)C3